FC1=CC(=C(C=C1)C1=CC(=CC=C1)C=1OC=2C(=NC(=CC2)CO)N1)C1=NN=CN1C (2-(4'-Fluoro-2'-(4-methyl-4H-1,2,4-triazol-3-yl)-[1,1'-biphenyl]-3-yl)oxazolo[4,5-b]pyridin-5-yl)methanol